CNCC(C(C(C(CO)O)O)O)O 6-(Methylamino)hexane-1,2,3,4,5-pentol